(S*)-1-(3-fluoro-10H-benzo[5,6][1,4]dioxepino[2,3-b]pyridin-10-yl)-N-methylmethanamine FC=1C=C2C(=NC1)O[C@@H](C1=C(O2)C=CC=C1)CNC |o1:8|